BrC1=CC(=C2C(=NC=NC2=C1)NC1=C(C2=C(N=CS2)C=C1)F)F N-(7-bromo-5-fluoroquinazolin-4-yl)-7-fluorobenzo[d]thiazol-6-amine